N-{(4aR,6S)-2-[4-(2,6-difluorophenyl)-6-fluoro-1,2-benzoxazol-3-yl]-1-oxooctahydropyrrolo[1,2-c]pyrimidin-6-yl}methanesulfonamide FC1=C(C(=CC=C1)F)C1=CC(=CC2=C1C(=NO2)N2C(N1[C@H](CC2)C[C@@H](C1)NS(=O)(=O)C)=O)F